3-Hydroxy-2-phenyl-2,3-dihydro-1H-inden-1-one OC1C(C(C2=CC=CC=C12)=O)C1=CC=CC=C1